7-hydroxy-2-(1-ethylpentyl)chromone OC1=CC=C2C(C=C(OC2=C1)C(CCCC)CC)=O